C(#N)C1(CC1)C1=CC=CC(=N1)N1N(C(C=2C1=NC(=NC2)NC2=CC=C1CCN(CC1=C2)C(=O)OC(C)(C)C)=O)C(C)C Tert-butyl 7-((1-(6-(1-cyanocyclopropyl)pyridin-2-yl)-2-isopropyl-3-oxo-2,3-dihydro-1H-pyrazolo[3,4-d]pyrimidin-6-yl)amino)-3,4-dihydroisoquinoline-2(1H)-carboxylate